C(C=C)(=O)O.C(C)N(CC)C(CCCCCO)O diethylamino-1,6-hexanediol monoacrylate